O[C@@H]1[C@@H]([C@H](O[C@H]1CNCCCCC)N1C(NC(C=C1)=O)=O)OC 1-((2S,3S,4S,5S)-4-hydroxy-3-methoxy-5-((pentylamino)methyl)tetrahydrofuran-2-yl)pyrimidine-2,4(1H,3H)-dione